3-allyl-pentane-2,4-dione C(C=C)C(C(C)=O)C(C)=O